FC(C1=NN=C(O1)C=1C=CC(=NC1)CN1C(N(C2=C1C=C(C(=C2)N2CCN(CC2)CC=2C=NC=CC2)F)C)=O)F 1-((5-(5-(difluoromethyl)-1,3,4-oxadiazole-2-yl)pyridine-2-yl)methyl)-6-fluoro-3-methyl-5-(4-(pyridine-3-ylmethyl)piperazine-1-yl)-1,3-dihydro-2H-benzo[d]imidazole-2-one